3-methyl-3-[(p-toluenesulfonyloxy)methyl]azetidine-1-carboxylic acid tert-butyl ester C(C)(C)(C)OC(=O)N1CC(C1)(COS(=O)(=O)C1=CC=C(C)C=C1)C